(6-((6-chloropyridin-3-yl)oxy)-2-azaspiro[3.3]heptan-2-yl)(6-(3-cyclopropyl-1H-1,2,4-triazol-1-yl)-2-azaspiro[3.3]heptan-2-yl)methanone ClC1=CC=C(C=N1)OC1CC2(CN(C2)C(=O)N2CC3(C2)CC(C3)N3N=C(N=C3)C3CC3)C1